N,4-dimethyl-2-m-tolylethynyl-benzenesulfonamide CNS(=O)(=O)C1=C(C=C(C=C1)C)C#CC=1C=C(C=CC1)C